Phosphonium triphenyl[[2-(trimethylsilyl)ethoxy]methyl] chloride C1(=CC=CC=C1)C(C([Si](C)(C)C)(C1=CC=CC=C1)C1=CC=CC=C1)OCCl.[PH4+]